C(C=C)[C@]1([C@H](N(C[C@H]1O)C(=O)OC(C)(C)C)C(=O)OC)CCCO[Si](C)(C)C(C)(C)C 1-(tert-butyl) 2-methyl (2S,3S,4S)-3-allyl-3-(3-((tert-butyldimethylsilyl)oxy)propyl)-4-hydroxypyrrolidine-1,2-dicarboxylate